1-(4-bromophenyl)ethane Ethyl-(R)-5-oxopyrrolidine-2-carboxylate C(C)OC(=O)[C@@H]1NC(CC1)=O.BrC1=CC=C(C=C1)CC